2,3-dimethyl-6-ethyl-1,4-phenylene ether CC1=C2C(=CC(=C1C)O2)CC